2-[2-[[5-[3-(dimethylamino)propoxy]-6-methoxy-1,3-benzothiazol-2-yl]methylcarbamoyl]indan-2-yl]acetic acid CN(CCCOC=1C(=CC2=C(N=C(S2)CNC(=O)C2(CC3=CC=CC=C3C2)CC(=O)O)C1)OC)C